C(C)(=O)OC1(C2CC3CC(CC1C3)C2)C 2-methyl-2-adamantyl acetate